[C@H](C)(CC)N1N=CC=2N=C(N=C(C21)NC(C2=NC1=CC=CC=C1N=C2)C2CC2)N2CCNCC2 4-{1-((S)-sec-Butyl)-7-[(Cyclopropyl-quinoxalin-2-yl-methyl)-amino]-1H-pyrazolo[4,3-d]pyrimidin-5-yl}-piperazin